C(=O)[O-] methaneAt